NC1=NC(N(C=C1Cl)[C@@H]1O[C@]([C@H]([C@H]1OC(C)=O)OCC1=CC=CC=C1)(C)COCC1=CC=CC=C1)=O acetic acid (2R,3R,4S,5R)-2-(4-amino-5-chloro-2-oxopyrimidin-1(2H)-yl)-4-(benzyloxy)-5-((benzyloxy) methyl)-5-methyltetrahydrofuran-3-yl ester